3-(2-amino-6-chloropyrimidin-4-yl)-2-fluorobenzonitrile NC1=NC(=CC(=N1)C=1C(=C(C#N)C=CC1)F)Cl